N-[4-[(4-nitrophenyl)sulfonyl-propyl-amino]but-2-ynyl]carbamic acid tert-butyl ester C(C)(C)(C)OC(NCC#CCN(CCC)S(=O)(=O)C1=CC=C(C=C1)[N+](=O)[O-])=O